N[C@H]1C[C@H](CCC1)NC(OC(C)(C)C)=O tert-butyl (cis-3-aminocyclohexyl)carbamate